8-cyclopentyl-6-ethyl-2-[5-(2-methoxy-ethylamino)-pyridin-2-ylamino]-8H-pyrido[2,3-d]Pyrimidin-7-one C1(CCCC1)N1C(C(=CC2=C1N=C(N=C2)NC2=NC=C(C=C2)NCCOC)CC)=O